bis(4-methoxyphenyl) phosphate fluoride [F-].P(=O)(OC1=CC=C(C=C1)OC)(OC1=CC=C(C=C1)OC)[O-]